ClC1=CC=C(C=C1)C=1N(C(N(C1C)CC1=NC(=NN1C1=CC(=CC=C1)Cl)[C@H](C)O)=O)C[C@@H](C(F)(F)F)O 4-(4-chlorophenyl)-1-((1-(3-chlorophenyl)-3-((S)-1-hydroxyethyl)-1H-1,2,4-triazol-5-yl)methyl)-5-methyl-3-((S)-3,3,3-trifluoro-2-hydroxypropyl)-1,3-dihydro-2H-imidazol-2-one